tert-butyl (3S)-3-[(2-chloro-5-formyl-4-pyridyl)amino]pyrrolidine-1-carboxylate ClC1=NC=C(C(=C1)N[C@@H]1CN(CC1)C(=O)OC(C)(C)C)C=O